4-(hexadecyldisulfanyl)butyl hydrogen (((1-(2,6-diamino-9H-purin-9-yl)-3-hydroxypropan-2-yl)oxy)methyl)phosphonate NC1=NC(=C2N=CN(C2=N1)CC(CO)OCP(OCCCCSSCCCCCCCCCCCCCCCC)(O)=O)N